Dipotassium arsenate [As]([O-])([O-])(O)=O.[K+].[K+]